Cl.FC(CCNC)(F)F 3,3,3-trifluoro-N-methylpropan-1-amine-HCl salt